(S)-4-((diphenylmethylene)amino)-5-fluoro-2-((1,1,1-trifluoropropan-2-yl)oxy)benzoic acid C1(=CC=CC=C1)C(C1=CC=CC=C1)=NC1=CC(=C(C(=O)O)C=C1F)O[C@H](C(F)(F)F)C